methanobenzofuro[3,2-e]isoquinoline-4a,7-diol C12=C(N=CC3(C=CC(=C4C13C1=C(O4)C=CC=C1)O)O)C2